C[C@]12CC(C[C@](CC1)(N2)C)N(C=2SC1=C(N2)SC(=N1)N1C(C=C(C=C1)C=1C=NNC1)=O)C 1-(5-{[(1R,3s,5S)-1,5-Dimethyl-8-azabicyclo[3.2.1]octan-3-yl](methyl)amino}[1,3]thiazolo[5,4-d][1,3]thiazol-2-yl)-4-(1H-pyrazol-4-yl)pyridin-2(1H)-on